2-[[3-(6-chloro-3-pyridyl)-5-methyl-isoxazol-4-yl]methyl]-5-[(2R,3R)-3-hydroxy-2-methyl-azetidin-1-yl]pyridazin-3-one ClC1=CC=C(C=N1)C1=NOC(=C1CN1N=CC(=CC1=O)N1[C@@H]([C@@H](C1)O)C)C